9-[1-(4,6-difluoro-2-methyl-indolin-1-yl)ethyl]-2-morpholino-4-oxo-pyrido[1,2-a]pyrimidine-7-carboxylic acid FC1=C2CC(N(C2=CC(=C1)F)C(C)C1=CC(=CN2C1=NC(=CC2=O)N2CCOCC2)C(=O)O)C